ClC=1N=C(C2=C(N1)SC(=C2)CC(F)(F)F)N2CC1(CC(C1)NC(OC(C)(C)C)=O)CC2 tert-butyl (6-(2-chloro-6-(2,2,2-trifluoroethyl)thieno[2,3-d]pyrimidin-4-yl)-6-azaspiro[3.4]octan-2-yl)carbamate